2,7-dichloro-9,9-di(2-ethylhexyl)fluorene tert-butyl-4-[4-[2-fluoro-4-[(2-oxo-1-phenyl-pyridine-3-carbonyl)amino]phenoxy]-1,7-naphthyridin-6-yl]piperazine-1-carboxylate C(C)(C)(C)OC(=O)N1CCN(CC1)C=1C=C2C(=CC=NC2=CN1)OC1=C(C=C(C=C1)NC(=O)C=1C(N(C=CC1)C1=CC=CC=C1)=O)F.ClC1=CC=2C(C3=CC(=CC=C3C2C=C1)Cl)(CC(CCCC)CC)CC(CCCC)CC